[4-(5,5,8a-trimethyl-2-methylene-decalin-1-yl)-2-methyl-but-1-enyl] formate C(=O)OC=C(CCC1C(CCC2C(CCCC12C)(C)C)=C)C